NC1=C(C=C(C=N1)NC(C(=O)N1C(CCC(C1)C)C=1C=C2C3(C(NC2=C(C1)F)=O)CC3)=O)CC N-(6-amino-5-ethylpyridin-3-yl)-2-(2-(7'-fluoro-2'-oxospiro[cyclopropane-1,3'-indoline]-5'-yl)-5-methylpiperidin-1-yl)-2-oxoacetamide